(1S,3S)-3-((6-(5-((((isopentyloxy)carbonyl)amino)methyl)-1-methyl-1H-1,2,3-triazol-4-yl)-2-methyl-pyridin-3-yl)oxy)cyclohexane-1-carboxylic acid C(CC(C)C)OC(=O)NCC1=C(N=NN1C)C1=CC=C(C(=N1)C)O[C@@H]1C[C@H](CCC1)C(=O)O